4-cyclopentyl-phenol C1(CCCC1)C1=CC=C(C=C1)O